FC=1C=CC(=NC1C)NC(=O)[O-].FC(C(C(C(F)(F)F)(F)F)(F)F)(S(=O)(=O)[O-])F.[Al+2] aluminum perfluorobutanesulfonate (5-fluoro-6-methylpyridin-2-yl)aminoformate